ethyl 5-(4-methoxyphenyl)-2-methylfuran-3-carboxylate COC1=CC=C(C=C1)C1=CC(=C(O1)C)C(=O)OCC